4-(2-(dimethylamino)ethyl)piperidine-1-carboxylic acid tert-butyl ester C(C)(C)(C)OC(=O)N1CCC(CC1)CCN(C)C